N-(4-(bicyclo[3.1.1]heptan-3-yloxy)-3,5-difluorophenyl)-5-((ethyl(methyl)amino)methyl)-2-(3-ethyl-3-methoxyazetidin-1-yl)oxazole-4-carboxamide C12CC(CC(C1)C2)OC2=C(C=C(C=C2F)NC(=O)C=2N=C(OC2CN(C)CC)N2CC(C2)(OC)CC)F